(2S)-4-aminobutane-1,2-diol hydrochloride Cl.NCC[C@@H](CO)O